Hydroxypyruvic acid OCC(C(=O)O)=O